(6-((tetrahydro-2H-pyran-4-yl)oxy)pyridin-3-yl)methyl (2-(2-(2,6-dioxopiperidin-3-yl)-3-oxoisoindolin-5-yl)ethyl)carbamate O=C1NC(CCC1N1CC2=CC=C(C=C2C1=O)CCNC(OCC=1C=NC(=CC1)OC1CCOCC1)=O)=O